[Si](C)(C)(C(C)(C)C)OCCCN(S(=O)(=O)C(C)(C)C)C1(CN(C1)C(=O)OCC1=CC=CC=C1)C#CCOC benzyl 3-(N-{3-[(tert-butyldimethylsilyl)oxy]propyl}-2-methylpropane-2-sulfonamido)-3-(3-methoxyprop-1-yn-1-yl)azetidine-1-carboxylate